(S)-3-(2,4-difluorophenyl)-N-(7-(3-methoxy-3-methylbut-1-yn-1-yl)-5-methyl-4-Oxo-2,3,4,5-tetrahydrobenzo[b][1,4]oxazepine-3-yl)imidazo[2,1-b]thiazole-6-carboxamide FC1=C(C=CC(=C1)F)C=1N2C(SC1)=NC(=C2)C(=O)N[C@@H]2C(N(C1=C(OC2)C=CC(=C1)C#CC(C)(C)OC)C)=O